ClC=1C=CC2=C([C@H](C[C@@H](O2)C(=O)NC2CCC(CC2)N2N=CC(=C2)OCCOC(F)(F)F)O)C1 (2R,4S)-6-chloro-4-hydroxy-N-[(1r,4R)-4-{4-[2-(trifluoromethoxy)ethoxy]-1H-pyrazol-1-yl}cyclohexyl]-3,4-dihydro-2H-1-benzopyran-2-carboxamide